6-(2-chloro-6-methyl-phenyl)-N8-(4-piperidyl)quinazoline-2,8-diamine ClC1=C(C(=CC=C1)C)C=1C=C2C=NC(=NC2=C(C1)NC1CCNCC1)N